CN(C(OC(C)(C)C)=O)CC1CCCC2=C(C=CC=C12)C1=CC(=NC=C1)C(F)(F)F tert-butyl methyl((5-(2-(trifluoromethyl)pyridin-4-yl)-1,2,3,4-tetrahydronaphthalen-1-yl)methyl)carbamate